CON(C(=O)C1=CC(=C(COC2=CC=CC(=N2)C2CCN(CC2)C(=O)OC(C)(C)C)C=C1)F)C tert-butyl 4-(6-((4-(methoxy(methyl)carbamoyl)-2-fluoro-benzyl)oxy)pyridin-2-yl)piperidine-1-carboxylate